C(#C)C1=NC(=CC(=C1)C(=O)O)C#C 2,6-diethynylpyridine-4-carboxylic acid